Tert-Butyl 1-[[4-fluoro-2-(methoxycarbonyl)phenyl]methyl]-1H,4H,5H,6H,7H-[1,2,3]triazolo[4,5-c]pyridine-5-carboxylate FC1=CC(=C(C=C1)CN1N=NC=2CN(CCC21)C(=O)OC(C)(C)C)C(=O)OC